BrC=1C(=C(C=CC1)NC(=O)C1=NN2C(C(CCC2)N2CCC(CC2)O)=C1)C N-(3-bromo-2-methyl-phenyl)-4-(4-hydroxy-1-piperidyl)-4,5,6,7-tetrahydropyrazolo[1,5-a]pyridine-2-carboxamide